3,4,6-trichloro-5-(2,6-dibromo-phenoxy)-phthalonitrile ClC1=C(C(C#N)=C(C(=C1Cl)OC1=C(C=CC=C1Br)Br)Cl)C#N